C1=CC(=CC=2OC3=C(C21)C=CC=C3)B(O)O (3-dibenzofuranyl)-boronic acid